C(CCCCCCCC)OC(CCCCCCCC(=O)OCC)=O ethyl 9-(nonyloxy)-9-oxononanoate